4-cyclopropyl-2-[(2-methylpyridin-3-yl)amino]benzonitrile C1(CC1)C1=CC(=C(C#N)C=C1)NC=1C(=NC=CC1)C